Cl.C1(=CC=CC2=CC=CC=C12)NC(=O)[C@H]1CNC[C@@H]1C1=CC=CC=C1 (3R,4S)-N-(naphthalen-1-yl)-4-phenylpyrrolidine-3-carboxamide hydrochloride